N-(3-(diethylamino)propyl)-2-(3-(pyrrolidin-1-yl)phenyl)benzo[d]imidazo[2,1-b]thiazole-7-carboxamide formate C(=O)O.C(C)N(CCCNC(=O)C1=CC2=C(N3C(S2)=NC(=C3)C3=CC(=CC=C3)N3CCCC3)C=C1)CC